C1(CC1)C(=O)NC1=NC=C(C(=O)NC([2H])([2H])[2H])C(=C1)NC=1C=CC=2N(C1OC)C(=NN2)CC 6-(Cyclopropanecarboxamido)-4-((3-ethyl-5-methoxy-[1,2,4]triazolo[4,3-a]pyridin-6-yl)amino)-N-(methyl-d3)nicotinamide